C(C)(=O)O[C@H](C)C1=CC(=NC=C1)Br (R)-1-(2-bromopyridin-4-yl)ethyl acetate